CC1=NC=C(C=N1)[C@@H](CC(=O)O)N1N=C(C=C1)CCCC1=NC=2NCCCC2C=C1 |r| (±)-3-(2-methylpyrimidin-5-yl)-3-(3-(3-(5,6,7,8-tetrahydro-1,8-naphthyridin-2-yl)propyl)-1H-pyrazol-1-yl)propionic acid